ClCC(=O)N[C@@H](CC1=CC=C(C=C1)O)C(=O)O N-2-chloroacetyl-L-tyrosine